N-(6-amino-5-ethyl-3-pyridyl)-2-oxo-2-[Rac-(2R,5S)-2-[4-(4-Isopropylpiperazin-1-yl)-3-methyl-phenyl]-5-methyl-1-piperidyl]acetamide NC1=C(C=C(C=N1)NC(C(N1[C@H](CC[C@@H](C1)C)C1=CC(=C(C=C1)N1CCN(CC1)C(C)C)C)=O)=O)CC |r|